N#CC(C#N)=NNC1C=CC(OC(F)(F)F)=CC=1 carbonyl cyanide p-trifluoromethoxyphenyl hydrazone